B(O)(O)O.C(C(=O)O)(=O)O.ICO[Li] iodomethoxylithium oxalate borate